CN1C(CC(CC1)N(C=1SC2=C(C=NC(=C2)C2=CC3=CN(N=C3C(=C2)C#N)C)N1)C)C 5-{2-[(1,2-Dimethylpiperidin-4-yl)(methyl)amino][1,3]thiazolo[4,5-c]pyridin-6-yl}-2-methyl-2H-indazol-7-carbonitril